N-[(S)-1-(3,5-dicyanophenyl)ethyl]-4-[(S)-5-methyl-1,4-diazepan-1-yl]-8-cyclopropyl-1-methyl-6-methyl-2-oxo-1,2-dihydro-1,7-diaza-3-naphthamide C(#N)C=1C=C(C=C(C1)C#N)[C@H](C)NC(=O)C=1C(N(C2=C(N=C(C=C2C1N1CCN[C@H](CC1)C)C)C1CC1)C)=O